2-[2-chloro-4-(4-pyridin-4-yl-1H-pyrazol-3-yl)-phenoxymethyl]-quinoline ClC1=C(OCC2=NC3=CC=CC=C3C=C2)C=CC(=C1)C1=NNC=C1C1=CC=NC=C1